O=C1NC(CCC1N1C(C2=CC=C(C=C2C1=O)N1CC(CC1)CN1CCC(CC1)CC(=O)OC(C)(C)C)=O)=O tert-butyl 2-(1-((1-(2-(2,6-dioxopiperidin-3-yl)-1,3-dioxoisoindolin-5-yl)pyrrolidin-3-yl)methyl)piperidin-4-yl)acetate